C(C)(C)N1N=C(C2=CC=C(C=C12)COC1=CC=C(C=C1)CCC(=O)OC)C1=CC=CC=C1 methyl 3-(4-((1-isopropyl-3-phenyl-1H-indazol-6-yl)methoxy)phenyl)propanoate